1-Methyl-6-[5-((S)-1-pyrrolidin-2-ylmethoxy)-pyridin-3-yl]-3,4-dihydro-1H-quinolin-2-one hydrochloride Cl.CN1C(CCC2=CC(=CC=C12)C=1C=NC=C(C1)OC[C@H]1NCCC1)=O